C(C1=CC=CC=C1)OC(=O)NC(C(=O)O)C(C=C)C syn-(+-)-2-(benzyloxycarbonylamino)-3-methyl-pent-4-enoic acid